ClC1=C(C=C(C(=C1)S(=O)(=NC1=CC(=C(C=C1)Cl)C(F)(F)F)C)C)N=CN(C)CC N'-(2-chloro-4-(N-(4-chloro-3-(trifluoromethyl)phenyl)-S-methylsulfonimidoyl)-5-methylphenyl)-N-ethyl-N-methylformimidamide